FC(CNC(=O)N1[C@H]([C@]2(C[C@H]1C)NC(COC2)=O)CO[C@@H]2CC[C@@H](CC2)C2=CC=CC=C2)F (1R,3R,5S)-N-(2,2-difluoroethyl)-3-methyl-7-oxo-1-({[(cis)-4-phenylcyclohexyl]oxy}methyl)-9-oxa-2,6-diazaspiro[4.5]decane-2-carboxamide